C=CC=CCCCCCCC(CCCCC)SCCNC(CCNC([C@@H](C(COP(OP(OC[C@@H]1[C@H]([C@H]([C@@H](O1)N1C=NC=2C(N)=NC=NC12)O)OP(=O)(O)O)(=O)O)(=O)O)(C)C)O)=O)=O 11-hexadecadienyl-coa